[Mo]=S.[B].[Fe] iron-boron molybdenum sulfide